(S)-1,1,1-trifluoropropanol C[C@@H](C(F)(F)F)O